2-chlorotetrafluoroethyltetrafluoro-λ6-sulfanylbenzene ClC1=C(C(=C(C(=C1F)F)F)F)[SH4]C(C(F)(F)F)F